rac-N-(4-(2,5-difluorophenyl)-2-(5-oxopyrrolidin-2-yl)pyridin-3-yl)-2-isopropylpyrimidine-5-carboxamide FC1=C(C=C(C=C1)F)C1=C(C(=NC=C1)[C@@H]1NC(CC1)=O)NC(=O)C=1C=NC(=NC1)C(C)C |r|